3-((1-methylazetidin-3-yl)methoxy)-5-(trifluoromethyl)aniline CN1CC(C1)COC=1C=C(N)C=C(C1)C(F)(F)F